ClC1=CC=C(C(=O)N(C)[C@H](CN2C[C@H](CC2)O)C(C)C)C=C1 4-Chloro-N-((S)-1-((S)-3-hydroxypyrrolidin-1-yl)-3-methylbutan-2-yl)-N-methylbenzamide